NC=1C2=C(N=CN1)N(C=C2C2=CC=C(C=C2)NC(=O)NC2=CC=C(C=C2)C(C(C(C(F)(F)F)(F)F)(F)F)(F)F)C(C)C 1-(4-(4-Amino-7-isopropyl-7H-pyrrolo[2,3-d]pyrimidin-5-yl)phenyl)-3-(4-(perfluorobutyl)phenyl)urea